3-propylamino(diethoxy)methylsilane CCCN[SiH2]C(OCC)OCC